NC1=CC=C(CNC(OC(C)(C)C)=O)C=C1 tert-butyl 4-aminobenzylcarbamate